NC1=C(N=C(C(=N1)N1CCC2([C@@H]([C@@H](OC2)C)NC(OC(C)(C)C)=O)CC1)C(N)=O)Br tert-Butyl N-[(3S,4S)-8-(6-amino-5-bromo-3-carbamoyl-pyrazin-2-yl)-3-methyl-2-oxa-8-azaSpiro[4.5]decan-4-yl]carbamate